COC(=O)C=1C=C2C=NN(C2=CC1)CC1=CC=C(C=C1)OC 1-(4-Methoxybenzyl)-1H-indazole-5-carboxylic acid methyl ester